C(CCCCCCCCCCCCCCCC)(=O)OCC(C(COC(CCCCCCCCCCCCCCCC)=O)OC(NCCCN1CCOCC1)=O)OC(NCCCN1CCOCC1)=O 2,3-bis(((3-morpholinopropyl)carbamoyl)oxy)butane-1,4-diyl diheptadecanoate